C1(CC1)C1=NC(=CC(=N1)C(=O)NC1=CC(=CC=C1)C1(COC1)CC1=NN=CN1C)CN1N=NC=C1 2-cyclopropyl-N-(3-{3-[(4-methyl-1,2,4-triazol-3-yl)methyl]oxetan-3-yl}phenyl)-6-(1,2,3-triazol-1-ylmethyl)pyrimidine-4-carboxamide